hexamethylenebis(3,5-di-tert-butyl-4-hydroxyphenylpropionamide) C(C)(C)(C)C=1C=C(C=C(C1O)C(C)(C)C)C(C(=O)N)(C)CCCCCCC(C(=O)N)(C)C1=CC(=C(C(=C1)C(C)(C)C)O)C(C)(C)C